4-(3-((3-cyanophenyl)ethynyl)-5-fluorophenoxy)-1H-1,2,3-triazole-4-carboxylic acid C(#N)C=1C=C(C=CC1)C#CC=1C=C(OC2(N=NNC2)C(=O)O)C=C(C1)F